(6-(3-cyclopropyl-1H-1,2,4-triazol-1-yl)-2-azaspiro[3.3]heptan-2-yl)(3-((2-cyclopropylpyrimidin-4-yl)oxy)azetidin-1-yl)methanone C1(CC1)C1=NN(C=N1)C1CC2(CN(C2)C(=O)N2CC(C2)OC2=NC(=NC=C2)C2CC2)C1